1-(1-isobutoxyprop-1-en-2-yl)-4-(1-((1-methoxypropan-2-yl)oxy)prop-1-en-2-yl)benzene C(C(C)C)OC=C(C)C1=CC=C(C=C1)C(=COC(COC)C)C